5-(5-(4-(N-methylpiperidin-4-yl)phenylamino)-1H-pyrazol-3-yl)thiophene-2-carboxamide CN1CCC(CC1)C1=CC=C(C=C1)NC1=CC(=NN1)C1=CC=C(S1)C(=O)N